2-(1-methylimidazol-5-yl)ethylamine hydrochloride Cl.CN1C=NC=C1CCN